(trans-1,2-diaminocyclohexane) platinum [Pt].N[C@H]1[C@@H](CCCC1)N